NC1=NC2=CC=C(C=C2C=C1C)C(=O)N(CC1=NC=C(C=C1)C(F)(F)F)C[C@@H](C(F)(F)F)O 2-amino-3-methyl-N-((2S)-3,3,3-trifluoro-2-hydroxypropyl)-N-((5-(trifluoromethyl)-2-pyridinyl)methyl)-6-quinolinecarboxamide